3-((4-(difluoromethyl)-1,2-difluoro-3-hydroxy-2,3-dihydro-1H-inden-5-yl)oxy)-5-fluorobenzonitrile FC(C1=C2C(C(C(C2=CC=C1OC=1C=C(C#N)C=C(C1)F)F)F)O)F